Cl.CN1N=CC(=C1)C=1N=C(C=2N(C1)N=CC2)C=2C=CC(=NC2)CN (5-(6-(1-methyl-1H-pyrazol-4-yl)pyrazolo[1,5-a]pyrazin-4-yl)pyridin-2-yl)methylamine hydrochloride